2-(benzyloxy)-N-(5-(3-chloro-4-fluorobenzyl)-4-methylthiazol-2-yl)acetamide C(C1=CC=CC=C1)OCC(=O)NC=1SC(=C(N1)C)CC1=CC(=C(C=C1)F)Cl